(E)-4-(2-(1-Ethyl-3-(trifluoromethyl)-1H-pyrazol-4-yl)phenyl)-6-(4-(methylamino)but-2-enoyl)-4,5,6,7-tetrahydrothieno[2,3-c]pyridine-2-carbonitrile C(C)N1N=C(C(=C1)C1=C(C=CC=C1)C1C2=C(CN(C1)C(\C=C\CNC)=O)SC(=C2)C#N)C(F)(F)F